C(CCC\C=C/CC)OC(CCC(=O)OCCCN(C(CCN(CC)CC)=O)C(CCCCCCCCC(=O)OC\C=C/CCCCCC)C(=O)NCCCCCCCC)OCCCC\C=C/CC (Z)-non-2-en-1-yl 10-(N-(3-((4,4-bis(((Z)-oct-5-en-1-yl) oxy) butanoyl) oxy) propyl)-3-(diethylamino) propanamido)-11-(octylamino)-11-oxoundecanoate